(12aR)-9-(2-chloro-6-hydroxyphenyl)-10-fluoro-8-[(pyridin-4-yl)methoxy]-3,4,12,12a-tetrahydro-6H-pyrazino[2,1-c][1,4]benzooxazepine-2(1H)-carboxylic acid tert-butyl ester C(C)(C)(C)OC(=O)N1C[C@@H]2COC3=C(CN2CC1)C=C(C(=C3F)C3=C(C=CC=C3O)Cl)OCC3=CC=NC=C3